di-tert-butyl-(2',4',6'-triisopropyl-3,4,5,6-tetramethyl-[1,1'-biphenyl]-2-yl)phosphane 2-(methylsulfonyl)ethyl-(3,5-dichloro-4-(3-isopropyl-4-methoxyphenoxy)phenyl)carbamate CS(=O)(=O)CCN(C(O)=O)C1=CC(=C(C(=C1)Cl)OC1=CC(=C(C=C1)OC)C(C)C)Cl.C(C)(C)(C)P(C1=C(C(=C(C(=C1C)C)C)C)C1=C(C=C(C=C1C(C)C)C(C)C)C(C)C)C(C)(C)C